C(C)(C)(C)NC(CN(CC)C=1C2=C(N=C(N1)Cl)CCC2)=O N-(tert-butyl)-2-((2-chloro-6,7-dihydro-5H-cyclopenta[d]pyrimidin-4-yl)(ethyl)amino)acetamide